[C@H]12CN(C[C@H](CC1)N2)C=2C1=C(N=C(N2)OCCC2=NC=CC=C2)C(=C(N=C1)C1=CC(=CC2=CC=CC=C12)O)F 4-(4-((1R,5S)-3,8-diazabicyclo[3.2.1]octan-3-yl)-8-fluoro-2-(2-(pyridin-2-yl)ethoxy)pyrido[4,3-d]pyrimidin-7-yl)naphthalen-2-ol